ClC1=CC2=C(C=N1)N(C(N2[C@H]2C[C@](CC2)(C)NC(=O)C2CC2)=O)C([2H])([2H])[2H] N-((1R,3R)-3-(6-Chloro-3-(methyl-d3)-2-oxo-2,3-dihydro-1H-imidazo[4,5-c]pyridin-1-yl)-1-methylcyclopentyl)cyclopropanecarboxamide